C(C=C)(=O)OCCC[Si](O)(O)O acryloyloxypropyltrihydroxysilane